1-(5-(4-(aminomethyl)-1-oxo-1,2-dihydrophthalazin-6-yl)pyridin-3-yl)-1H-pyrazole-3-carbonitrile NCC1=NNC(C2=CC=C(C=C12)C=1C=C(C=NC1)N1N=C(C=C1)C#N)=O